1-tert-pentylsulfonyl-diazomethane C(C)(C)(CC)S(=O)(=O)C=[N+]=[N-]